(4-fluorophenyl)biphenyl-2,4-diamine FC1=CC=C(C=C1)C1=C(C(=CC=C1N)C1=CC=CC=C1)N